Kalium butanolat C(CCC)[O-].[K+]